C(CC)N(CCC1=C(C=CC(=C1C(=O)O)OC(C)=O)C1=C(C=C(C=C1)F)F)CCC 2-(dipropylamino)ethyl-4-acetoxy-2',4'-difluoro-[1,1'-biphenyl]-3-carboxylic acid